4-chloro-N-cyclopropyl-5-[1-(2-acetamido-1,3-thiazol-5-yl)-1H-pyrazol-4-yl]-2-fluorobenzamide ClC1=CC(=C(C(=O)NC2CC2)C=C1C=1C=NN(C1)C1=CN=C(S1)NC(C)=O)F